C(CC)[N+]1(CCCC1)CCNC(CC[C@@H](C)[C@H]1CC[C@H]2[C@@H]3CCC4CCCC[C@]4(C)[C@H]3CC[C@]12C)=O N-[2-(1-propylpyrrolidin-1-ium-1-yl)ethyl]cholanamide